N-(1-methylcyclopropyl)-2-(1H-pyrazol-4-yl)pyrido[3,4-d]pyrimidin-4-amine CC1(CC1)NC=1C2=C(N=C(N1)C=1C=NNC1)C=NC=C2